(((6-chloro-2-oxo-1,2-dihydroquinolin-3-yl)methyl)amino)-1-methyl-6-oxo-1,6-dihydropyridine-2-carbonitrile ClC=1C=C2C=C(C(NC2=CC1)=O)CNC1=C(N(C(C=C1)=O)C)C#N